(3R,4R)-4-(5-(2,8-dimethylimidazo[1,2-B]pyridazin-6-yl)-7-fluoro-2H-indazol-2-yl)-3-fluoropiperidine-1-carboxylic acid tert-butyl ester C(C)(C)(C)OC(=O)N1C[C@H]([C@@H](CC1)N1N=C2C(=CC(=CC2=C1)C=1C=C(C=2N(N1)C=C(N2)C)C)F)F